benzodiazepine chloride [Cl-].N1N=CC=CC2=C1C=CC=C2